C(C1=CC=CC=C1)N1CC(OCC1)C1=NC(=C(C=C1)F)C 4-benzyl-2-(5-fluoro-6-methyl-2-pyridinyl)morpholine